4,4'-dimethylolazobenzene C(O)C1=CC=C(C=C1)N=NC1=CC=C(C=C1)CO